2-methyl-N-(4-{[1-(piperidin-4-yl)propan-2-yl]sulfamoyl}naphthalen-1-yl)benzamide CC1=C(C(=O)NC2=CC=C(C3=CC=CC=C23)S(NC(CC2CCNCC2)C)(=O)=O)C=CC=C1